N1=C2N(C(C=C1)=O)C=CC=N2 pyrimido[1,2-a]pyrimidin-4-one